acridinedione C1=CC=C2C(=C1)C=C3C(=N2)C=CC(=O)C3=O